2,4,6-triisopropylbenzenesulfonic acid 2,7-dimethyl-8-oxo-6-((tetrahydro-2H-pyran-3-yl) oxy)-7,8-dihydropyrido[3,4-d]pyrimidin-4-yl ester CC=1N=C(C2=C(N1)C(N(C(=C2)OC2COCCC2)C)=O)OS(=O)(=O)C2=C(C=C(C=C2C(C)C)C(C)C)C(C)C